N-(3-Chloro-4-methylphenyl)-N1-(4-chlorophenyl)-6-morpholin-4-yl-[1,3,5]triazine-2,4-diamine ClC=1C=C(C=CC1C)NC1N(C(=NC(=N1)N)N1CCOCC1)C1=CC=C(C=C1)Cl